Cl.Cl.C(C1=CC=CC=C1)C1CCN(CC1)CCN 2-(4-benzylpiperidin-1-yl)ethanamine 2HCl salt